FC=1C(=CC(=NC1)C1(CC1)NCC(C)(C)NC(OC(C)(C)C)=O)C(F)(F)F tert-butyl (1-((1-(5-fluoro-4-(trifluoromethyl)pyridin-2-yl)cyclopropyl)amino)-2-methyl propan-2-yl)carbamate